(3R)-2-[(4-chloro-2-methylsulfonylphenyl)methyl]-3-(4-chlorophenyl)-6-(1,2-dihydroxypropan-2-yl)-4-fluoro-3-{[1-(hydroxymethyl)cyclopropyl]methoxy}-2,3-dihydro-1H-isoindol-1-one ClC1=CC(=C(C=C1)CN1C(C2=CC(=CC(=C2[C@]1(OCC1(CC1)CO)C1=CC=C(C=C1)Cl)F)C(CO)(C)O)=O)S(=O)(=O)C